(S)-1-([2,4'-bipyridine]-3-carbonyl)-4-(1-(2,4-difluorophenyl)ethyl)piperidine-4-carbonitrile N1=C(C(=CC=C1)C(=O)N1CCC(CC1)(C#N)[C@H](C)C1=C(C=C(C=C1)F)F)C1=CC=NC=C1